dicyclohexyl-(trifluoromethanesulfonyl-oxy)borane C1(CCCCC1)B(OS(=O)(=O)C(F)(F)F)C1CCCCC1